(S,E)-4-(2-(1-Ethyl-3-(trifluoromethyl)-1H-pyrazol-4-yl)phenyl)-6-(4-((3-methyloxetan-3-yl)amino)but-2-enoyl)-4,5,6,7-tetrahydrothieno[2,3-c]pyridine-2-carbonitrile C(C)N1N=C(C(=C1)C1=C(C=CC=C1)[C@H]1C2=C(CN(C1)C(\C=C\CNC1(COC1)C)=O)SC(=C2)C#N)C(F)(F)F